Tert-butyl (E)-(3-(2-((2,6-diisopropyl-4-methylphenyl)imino)-9,10-dimethoxy-4-oxo-6,7-dihydro-2H-pyrimido[6,1-a]isoquinolin-3(4H)-yl)cyclobutyl)carbamate C(C)(C)C1=C(C(=CC(=C1)C)C(C)C)\N=C/1\N(C(N2C(C3=CC(=C(C=C3CC2)OC)OC)=C1)=O)C1CC(C1)NC(OC(C)(C)C)=O